C[C@@H]1N(CCC1)CCNC(OC(C)(C)C)=O tert-butyl (S)-(2-(2-methylpyrrolidin-1-yl)ethyl)carbamate